4-methyl-carbazol CC1=CC=CC=2NC3=CC=CC=C3C12